4-((3-(3-cyano-1-((1S,2S)-2-methoxycyclohexyl)-1H-pyrazol-4-yl)-2-methoxyphenyl)amino)-6-(cyclopropanecarboxamido)pyridazine-3-carboxamide C(#N)C1=NN(C=C1C=1C(=C(C=CC1)NC1=C(N=NC(=C1)NC(=O)C1CC1)C(=O)N)OC)[C@@H]1[C@H](CCCC1)OC